(2S)-3-hydroxy-2-({2-methyl-5-[(2-methyl-1,3-thiazol-5-yl)methoxy]furo[2,3-c]pyridin-3-yl}formamido)propanamide OC[C@@H](C(=O)N)NC(=O)C1=C(OC2=CN=C(C=C21)OCC2=CN=C(S2)C)C